(S)-6-(2-chlorophenyl)-2-((3-methyl-4-(4-methylpiperazin-1-yl)phenyl)amino)-8-(pyrrolidin-3-yl)pyrido[2,3-d]Pyrimidin-7(8H)-one ClC1=C(C=CC=C1)C1=CC2=C(N=C(N=C2)NC2=CC(=C(C=C2)N2CCN(CC2)C)C)N(C1=O)[C@@H]1CNCC1